copper (I) tetrakis(acetonitrile) hexafluorophosphate F[P-](F)(F)(F)(F)F.C(C)#N.C(C)#N.C(C)#N.C(C)#N.[Cu+]